N2-{7-bromo-2-[4-chloro-2-(difluoromethoxy)phenyl][1,2,4]triazolo[1,5-c]quinazolin-5-yl}-N-butyl-L-alaninamide BrC1=CC=CC=2C=3N(C(=NC12)N[C@@H](C)C(=O)NCCCC)N=C(N3)C3=C(C=C(C=C3)Cl)OC(F)F